N-(3-(4-amino-3-(4-((5-fluoro-2-methoxybenzamido)methyl)phenyl)-1H-pyrazolo[3,4-d]pyrimidin-1-yl)benzyl)-N-methyl-1H-1,2,4-triazole-1-carboxamide NC1=C2C(=NC=N1)N(N=C2C2=CC=C(C=C2)CNC(C2=C(C=CC(=C2)F)OC)=O)C=2C=C(CN(C(=O)N1N=CN=C1)C)C=CC2